2-(oxepan-4-yl)-7-(4-piperidyl)-3H-imidazo[4,5-b]pyridine, hydrochloride Cl.O1CCC(CCC1)C1=NC=2C(=NC=CC2C2CCNCC2)N1